O=CC[C@H](O)[C@H](O)CO 2-deoxy-ribose